1-methyl-cyclopropanecarbohydrazide CC1(CC1)C(=O)NN